methylenebis(dibutyl-dithiourethane) C(NC(=S)SC(C)(CCCC)CCCC)NC(=S)SC(C)(CCCC)CCCC